tert-butyl (4-(4-amino-1-methyl-1H-pyrrole-2-carboxamido)phenyl)carbamate trifluoroacetate salt FC(C(=O)O)(F)F.NC=1C=C(N(C1)C)C(=O)NC1=CC=C(C=C1)NC(OC(C)(C)C)=O